bromo-N-(pyridin-3-ylmethyl)-2,3,4,9-tetrahydro-1H-carbazol-1-amine BrC1(CCCC=2C3=CC=CC=C3NC12)NCC=1C=NC=CC1